2,4-dichlorobenzamide hydrochloride Cl.ClC1=C(C(=O)N)C=CC(=C1)Cl